methyl 6-(7-diphenoxyphosphoryloxy-2,3,4,5-tetrahydroazepin-1-yl)-4-fluoro-pyridine-3-carboxylate O(C1=CC=CC=C1)P(=O)(OC1=CC=CC=C1)OC1=CCCCCN1C1=CC(=C(C=N1)C(=O)OC)F